FC(C(=O)O)(F)F.N1CCNCC1 piperazine, trifluoroacetate salt